N6-(but-3-yn-1-yl)-N6,3',5'-triacetyl-2'-deoxyadenosine C(CC#C)N(C=1C=2N=CN([C@H]3C[C@](O)([C@@H](C(O)C(C)=O)O3)C(C)=O)C2N=CN1)C(C)=O